C1(=CC=CC=C1)C1=CC(=NC=C1)C(=O)OC methyl 4-phenylpyridine-2-carboxylate